6-fluoro-5-((4-(((5-fluoro-2-methyl-3-oxo-3,4-dihydroquinoxalin-6-yl)methyl)amino)cyclohexyl)amino)-N-methylpicolinamide FC1=C(C=CC(=N1)C(=O)NC)NC1CCC(CC1)NCC=1C(=C2NC(C(=NC2=CC1)C)=O)F